NCC=1C=CC=C2C3=C(COC12)C=CC(=C3)COC3=C(C=CC=C3)CC(=O)O 2-(2-((4-(aminomethyl)-6H-benzo(c)chromen-9-yl)methoxy)phenyl)acetic acid